2-amino-2-cyclohexene-1-one NC=1C(CCCC1)=O